F[C@@H]1[C@H]([C@@H](O[C@@H]1CO)N1C2=NC=NC(=C2N=C1)C1=C(C(=O)N)C=CC=C1)O (9-((2R,3S,4R,5R)-4-fluoro-3-hydroxy-5-(hydroxymethyl)tetrahydrofuran-2-yl)-9H-purin-6-yl)benzamide